(S)-7-(4-(2-(2,5-dihydrofuran-3-yl)phenyl)piperidin-1-yl)-2-(1,3,4-oxadiazole-2-yl)-5-oxa-2-azaspiro[3.4]Octane O1CC(=CC1)C1=C(C=CC=C1)C1CCN(CC1)[C@@H]1COC2(CN(C2)C=2OC=NN2)C1